Methyl-1-O-(4-hydroxymethyl-2-nitrophenyl)-2,3,4-tri-O-acetyl-α-L-idopyranuronate COC([C@H]1[C@H]([C@@H]([C@H]([C@H](OC2=C(C=C(C=C2)CO)[N+](=O)[O-])O1)OC(C)=O)OC(C)=O)OC(C)=O)=O